tert-butyl (S)-1,2,3,4-tetrahydronaphthalene-1-carbamate [C@@H]1(CCCC2=CC=CC=C12)NC(=O)OC(C)(C)C